5-(5-chloro-1-methyl-1H-pyrrolo[2,3-b]pyridin-3-yl)thiazole ClC=1C=C2C(=NC1)N(C=C2C2=CN=CS2)C